C(=O)(OC(C)(C)C)N1[C@H](CC1)C(=O)O (R)-N-BOC-azetidine-2-carboxylic acid